FC(COC1=C(C=CC=C1)C1=NC=CC2=C1CN(C2=O)C2=CC=C(C=C2)C(C)(C)O)F 4-[2-(2,2-difluoroethoxy)phenyl]-2-[4-(2-hydroxypropan-2-yl)phenyl]-2,3-dihydro-1H-pyrrolo[3,4-c]pyridin-1-one